(4,6-dichloropyridin-2-yl)(4-phenylpiperazin-1-yl)methanone ClC1=CC(=NC(=C1)Cl)C(=O)N1CCN(CC1)C1=CC=CC=C1